ClC=1C(=C(C=CC1)NC=1C(=NN2C1C(NCC2)=O)C2=CC=NC1=CC=NC=C21)OC 3-[(3-chloro-2-methoxyphenyl)amino]-2-(1,6-naphthyridin-4-yl)-5H,6H,7H-pyrazolo[1,5-a]pyrazin-4-one